FC(S(=O)(=O)OC1=CC(=C(C(=C1)F)[C@@H]1CNC([C@H]1NC(=O)NC1=CC=C(C=C1)F)=O)F)(F)F |o1:13,17| 3,5-difluoro-4-{(3R*,4S*)-4-[3-(4-fluorophenyl)ureido]-5-oxopyrrolidin-3-yl}phenyl trifluoromethanesulfonate